(2S,3S,4R,5R)-5-(2-(5-chloropyridin-3-yl)-6-(3-fluorobenzylamino)-9H-purin-9-yl)-3,4-dihydroxyl-N-(2,2,2-trifluoroethyl)tetrahydrofuran-2-carboxamide ClC=1C=C(C=NC1)C1=NC(=C2N=CN(C2=N1)[C@H]1[C@@H]([C@@H]([C@H](O1)C(=O)NCC(F)(F)F)O)O)NCC1=CC(=CC=C1)F